NC=1C=NN2C1C(=C(C=C2)C#N)OC 3-Amino-4-methoxy-pyrazolo[1,5-a]pyridine-5-carbonitrile